Cl.NC1=C(C=C2C(C=C(OC2=C1[N+](=O)[O-])C1CCNCC1)=O)F 7-amino-6-fluoro-8-nitro-2-(piperidin-4-yl)-4H-chromen-4-one hydrochloride